FC1([C@H](C=2C(=CN(C2CC1)C1=CC(=C(C#N)C=C1)C(F)(F)F)S(=O)(=O)CF)O)F (S)-4-(5,5-difluoro-3-((fluoromethyl)sulfonyl)-4-hydroxy-4,5,6,7-tetrahydro-1H-indol-1-yl)-2-(trifluoromethyl)benzonitrile